sorbitol, sodium salt [Na].OC[C@H](O)[C@@H](O)[C@H](O)[C@H](O)CO